COC(=O)C1=CC=C2C=C(C(NC2=C1F)=O)Cl 3-chloro-8-fluoro-2-oxo-1,2-dihydroquinoline-7-carboxylic acid methyl ester